FC1=CC(=CC2=CN(N=C12)C)C=1SC2=C(N1)SC(=C2)N2CCC21CCN(CC1)C(=O)OC(C)(C)C tert-butyl 1-[2-(7-fluoro-2-methylindazol-5-yl)thieno[2,3-d][1,3]thiazol-5-yl]-1,7-diazaspiro[3.5]nonane-7-carboxylate